FC=1C=C(C=CC1C1=NOC(=N1)C(F)(F)F)COC1=NC=CC=2N1C=CN2 5-({3-fluoro-4-[5-(trifluoromethyl)-1,2,4-oxadiazol-3-yl]phenyl}methoxy)imidazo[1,2-c]pyrimidine